C1(=CC=CC=C1)C1=CC=C(C(=O)C2=CC=CC=C2)C=C1 4-Phenylbenzophenon